ClC1=CC(=C(N=N1)C=1C(NC(NC1)=O)=O)NC1CC1 5-(6-chloro-4-(cyclopropylamino)pyridazin-3-yl)pyrimidine-2,4(1H,3H)-dione